N1=CC=C(C=C1)C=1SC(=NN1)C1=CC=NC=C1 2,5-bis(pyridine-4-yl)-1,3,4-thiadiazole